C(CC)C1=C(N=C(S1)N)C1=CC=C(C=C1)C 5-propyl-4-(p-tolyl)thiazol-2-amine